(Z)-1-acetyl-2-((3-(1-methyl-1H-pyrazol-4-yl)-6-(morpholine-4-carbonyl)quinolin-2-yl)methylene)-indolin-3-one C(C)(=O)N1\C(\C(C2=CC=CC=C12)=O)=C/C1=NC2=CC=C(C=C2C=C1C=1C=NN(C1)C)C(=O)N1CCOCC1